5-(((benzylamino)(((S)-1-isopropoxy-1-oxopropan-2-yl)amino)phosphoryl)methyl)benzo[b]thiophene-2-carboxylic acid C(C1=CC=CC=C1)NP(=O)(N[C@H](C(=O)OC(C)C)C)CC1=CC2=C(SC(=C2)C(=O)O)C=C1